methyl-2,2-dimethyl-3,8,11-trioxa-5-azatridecan-13-al CCC(OCNCCOCCOCC=O)(C)C